5-(4-((3-ethyl-2,4-dioxo-1,2,3,4-tetrahydrothieno[2,3-d]pyrimidin-6-yl)methyl)piperazin-1-yl)-6-methylpicolinonitrile C(C)N1C(NC2=C(C1=O)C=C(S2)CN2CCN(CC2)C=2C=CC(=NC2C)C#N)=O